ClC1=C(N=C2C=C(C(=NC2=C1N[C@@H](CC)C1=NC=CC=C1F)C=1C=CC(=NC1)P(C)(C)=O)F)C (S)-(5-(7-chloro-3-fluoro-8-((1-(3-fluoropyridin-2-yl)propyl)amino)-6-methyl-1,5-naphthyridin-2-yl)pyridin-2-yl)dimethylphosphine oxide